FC=1C=C2C(C(=CN(C2=CC1F)C1=CC=C(C=C1)O)C(=O)O)=O 6,7-difluoro-1-(4-hydroxyphenyl)-4-oxoquinoline-3-carboxylic acid